OCC1([C@@H](C[C@@H](O1)N1C(NC(C=C1)=O)=O)OC(C1=CC=CC=C1)(C1=CC=CC=C1)C1=CC=C(C=C1)OC)CO 1-[(2R,4R)-5,5-bis(hydroxymethyl)-4-[(4-methoxy-phenyl)diphenylmethoxy]oxolan-2-yl]-3H-pyrimidine-2,4-dione